FC1=CC=C(C=C1)C1=CC=C2C=C(NC2=C1)C(=O)OC methyl 6-(4-fluorophenyl)-1H-indole-2-carboxylate